N1=C(C=CC(=C1)C(=O)NC1=CC=C(C=C1)NC(OC(C)(C)C)=O)C(=O)NC1=CC=C(C=C1)NC(OC(C)(C)C)=O Di-tert-butyl (((pyridine-2,5-dicarbonyl)bis(azanediyl))bis(4,1-phenylene))dicarbamate